C1(=CC=CC=C1)N(CCO)C1=CC=CC=C1 N,N-diphenylethanolamine